(S)-6-(3-amino-5-fluoro-6-(3-((3-methoxypyrrolidin-1-yl)methyl)-4-morpholinophenyl)pyrazin-2-yl)-7-fluoro-3,4-dihydroisoquinolin-1(2H)-one NC=1C(=NC(=C(N1)F)C1=CC(=C(C=C1)N1CCOCC1)CN1C[C@H](CC1)OC)C=1C=C2CCNC(C2=CC1F)=O